[F-].[Nd+3].[F-].[F-] Neodymium(III) fluoride